1-((2-(2,2'-dimethyl-3'-(3-morpholinopropoxy)-[1,1'-biphenyl]-3-yl)-6-methoxybenzo[d]oxazol-5-yl)methyl)piperidine-2-acetic acid CC1=C(C=CC=C1C=1OC2=C(N1)C=C(C(=C2)OC)CN2C(CCCC2)CC(=O)O)C2=C(C(=CC=C2)OCCCN2CCOCC2)C